5-bromo-2-(((6-(piperazin-1-yl)pyridin-2-yl)oxy)methyl)pyrimidine BrC=1C=NC(=NC1)COC1=NC(=CC=C1)N1CCNCC1